3,5-dichloro-2-hydroxyacetophenone CC(=O)C1=C(C(=CC(=C1)Cl)Cl)O